6-chloro-8-fluoro-2-(((S)-1-methylpyrrolidin-2-yl)methoxy)quinazolin-4(3H)-one ClC=1C=C2C(NC(=NC2=C(C1)F)OC[C@H]1N(CCC1)C)=O